(3s,4r)-4-aminooxacyclohexan-3-ol hydrochloride Cl.N[C@H]1[C@@H](COCC1)O